tert-butyl 4-(4-bromopyridin-2-yl)-1H-pyrazole-1-carboxylate BrC1=CC(=NC=C1)C=1C=NN(C1)C(=O)OC(C)(C)C